[C-]1(C=CC=C1)CCCCCCCCCCCS.[CH-]1C=CC=C1.[Fe+2] 11-(ferrocenyl)-1-undecanethiol